CN1N=CC(=C1)C=1C=CC=2N(C1)C(=CN2)C2=CC=CC(=N2)NC2CC1(C2)CNCC1 N-(6-(6-(1-methyl-1H-pyrazol-4-yl)imidazo[1,2-a]pyridin-3-yl)pyridin-2-yl)-6-azaspiro[3.4]octan-2-amine